CC1=CC=C(C=C1)S(=O)(=O)N/N=C(\C)/C2CC2 N'-(1-cyclopropylethylidene)-4-methylbenzenesulfonohydrazide